(3aR,7aR)-1-(7,8-dihydrofuro[3,2-e][1,3]benzothiazol-2-yl)-6-hydroxyhexahydropyrano[3,4-d]imidazol-2(3H)-one N1=C(SC2=C1C1=C(C=C2)OCC1)N1C(N[C@@H]2[C@H]1CC(OC2)O)=O